1-((5-chloro-3H-imidazo[4,5-b]pyridin-2-yl)methyl)-4-(2,4-dichlorobenzoyl)-3-ethyl-1,3-dihydro-2H-imidazol-2-one ClC1=CC=C2C(=N1)NC(=N2)CN2C(N(C(=C2)C(C2=C(C=C(C=C2)Cl)Cl)=O)CC)=O